NCC1CC2(C1)OC(N(C2)CCN2C(=CC1=CC=CC=C21)C(=O)O)=O (1S)-1-[(2r,4r)-2-(amino-methyl)-6-oxo-5-oxa-7-azaspiro[3.4]octan-7-ylethyl]-1H-indole-2-carboxylic acid